C1(CC1)C=1C=C(C=2N(C1)C=C(N2)CNC2=CC=C1C(=CC(=NC1=C2)[C@@H]2[C@H](C2)C2=NC=CC(=N2)C)N2CC(C2)O)N2C(N(C(C2)=O)C)=O 1-(6-cyclopropyl-2-(((4-(3-hydroxyazetidin-1-yl)-2-((1S,2S)-2-(4-methylpyrimidin-2-yl)cyclopropyl)quinolin-7-yl)amino)methyl)imidazo[1,2-a]pyridin-8-yl)-3-methylimidazolidine-2,4-dione